8-((4-hydroxybutyl)(7-methyl-8-((9-methyldecyl)oxy)-8-oxooctyl)amino)octyl 2-butyl-8-fluorooctanoate C(CCC)C(C(=O)OCCCCCCCCN(CCCCCCC(C(=O)OCCCCCCCCC(C)C)C)CCCCO)CCCCCCF